N-((4-(2,6-dimethylphenyl)thiophen-2-yl)methylene)-4-methylbenzenesulfonamide CC1=C(C(=CC=C1)C)C=1C=C(SC1)C=NS(=O)(=O)C1=CC=C(C=C1)C